gamma-methacryloxylpropyltrimethoxysilane C(=O)(C(=C)C)OCCC[Si](OC)(OC)OC